(5S)-6-[4-(5-Chloropyridin-2-yl)-3-(trifluoromethyl)phenyl]-5-methyl-4,5-dihydro-1,2,4-triazin-3(2H)-one ClC=1C=CC(=NC1)C1=C(C=C(C=C1)C=1[C@@H](NC(NN1)=O)C)C(F)(F)F